C(C)(C)C1NC([C@H]2N(CCN(C2)C(=O)OC(C)(C)C)C1)=O tert-butyl (9aS)-7-isopropyl-9-oxooctahydro-2H-pyrazino[1,2-a]pyrazine-2-carboxylate